Iso-Hexan CCCC(C)C